OC1=C2C3=C(C(OC2=CC(=C1C(=O)N1CCCC1)CCCCC)(C)C)C=CC(=C3)C (1-hydroxy-6,6,9-trimethyl-3-pentyl-6H-benzo[c]chromen-2-yl)(pyrrolidin-1-yl)methanone